C1(CC1)C(=O)NC=1SC2=NC(=CC=C2N1)C=1C=CC(=C(C1)NC(=O)N1OCC[C@H]1C1=CC=C(C=C1)F)C (S)-N-(5-(2-(cyclopropanecarboxamido)thiazolo[5,4-b]pyridin-5-yl)-2-methylphenyl)-3-(4-fluorophenyl)isoxazolidine-2-carboxamide